3-(((6-chloro-2-(trifluoromethyl)quinolin-4-yl)amino)methyl)-3-(4-cyano-1H-pyrazol-1-yl)azetidine-1-carboxamide ClC=1C=C2C(=CC(=NC2=CC1)C(F)(F)F)NCC1(CN(C1)C(=O)N)N1N=CC(=C1)C#N